CN1CC(CC1)C(=O)N methylpyrrolidine-3-carboxamide